ClC=1C(=NC=C(C1)OC1=C(C=CC=C1)F)C(=O)C1=CNC2=NC=C(C(=C21)N[C@H]2CO[C@@H](CC2)CO)OC (3-chloro-5-(2-fluorophenoxy)pyridin-2-yl)(4-(((3R,6S)-6-(hydroxymethyl)tetrahydro-2H-pyran-3-yl)amino)-5-methoxy-1H-pyrrolo[2,3-b]pyridin-3-yl)methanone